ClC=1C(=CC=C2N=CC(=NC12)C=1C=NN(C1)CC1CCC(CC1)SC)OC1=CC2=C(N=C(N2)C)C=C1 8-chloro-7-[(2-methyl-3H-benzimidazol-5-yl)oxy]-2-[1-[(4-methylsulfanylcyclohexyl)methyl]pyrazol-4-yl]quinoxaline